3-amino-1-cyclopropyl-pyridin-2-one NC=1C(N(C=CC1)C1CC1)=O